FC(C(=O)NNC(=O)C1=CN=CC(=N1)N1CC2(CN(C2)C(=O)OC(C)(C)C)CC1)(F)F tert-butyl 6-(6-(2-(2,2,2-trifluoroacetyl)hydrazine-1-carbonyl)pyrazin-2-yl)-2,6-diazaspiro[3.4]octane-2-carboxylate